C=C1C(NC(C(N1)=O)=CC=1N=CN(C1C(C)C)CCCO)=O methylene-6-((5-(isopropyl)-1-(hydroxypropyl)-imidazol-4-yl)methylene)piperazine-2,5-dione